NC1=CC=C2CC\3C(OC(/C3=C/O[C@@H]3OC(C(=C3)C)=O)=O)C2=C1 (±)-(E)-7-amino-3-((((R)-4-methyl-5-oxo-2,5-dihydrofuran-2-yl)oxy)methylene)-3,3a,4,8b-tetrahydro-2H-indeno[1,2-b]furan-2-one